5-(3-cyanobenzoyl)amino-3-(1-(2-pentyl)piperidin-4-yl)-1H-indole C(#N)C=1C=C(C(=O)NC=2C=C3C(=CNC3=CC2)C2CCN(CC2)C(C)CCC)C=CC1